(8R)-2-chloro-8-methyl-N-(2-methyltetrahydro-2H-pyran-4-yl)-8-(trifluoromethyl)-7,8-dihydro-6H-pyrazolo[1,5-a]pyrrolo[2,3-e]pyrimidine-6-carboxamide ClC1=NN2C(N=CC3=C2[C@@](CN3C(=O)NC3CC(OCC3)C)(C(F)(F)F)C)=C1